FC1=C(C=CC(=C1)F)C1=CC(=CC(=C1)C)[C@H](CC(=O)OCC)NC(=O)NC=1C(N(C(=CC1O)C)C)=O ethyl (S)-3-(2',4'-difluoro-5-methylbiphenyl-3-yl)-3-(3-(4-hydroxy-1,6-dimethyl-2-oxo-1,2-dihydropyridin-3-yl)ureido)propanoate